Methyl-p-hydroxyBenzoic Acid, Sodium Salt [Na+].CC1=C(C(=O)[O-])C=CC(=C1)O